4-(oxetan-3-yloxy)-N-[(3R)-1-([1,2,4]triazolo[4,3-a]pyridin-3-yl)pyrrolidin-3-yl]-5-(trifluoromethyl)pyrimidin-2-amine O1CC(C1)OC1=NC(=NC=C1C(F)(F)F)N[C@H]1CN(CC1)C1=NN=C2N1C=CC=C2